4-Methyl-2-(3-methylisoxazol-5-yl)-N-((R)-2-(((S)-11-oxo-2,3,10,11-tetrahydro-1H,5H-benzo[d]pyrazolo[1,2-a][1,2]diazepin-10-yl)carbamoyl)butyl)thiazol-5-carboxamid CC=1N=C(SC1C(=O)NC[C@@H](CC)C(N[C@H]1C2=C(CN3N(C1=O)CCC3)C=CC=C2)=O)C2=CC(=NO2)C